(+/-)-N5-((1R,5S,6r)-3-Oxabicyclo[3.1.0]hexan-6-yl)-N7-methyl-3-(1H-pyrrolo[2,3-b]pyridin-4-yl)-2,3-dihydrobenzofuran-5,7-dicarboxamide [C@H]12COC[C@@H]2C1NC(=O)C=1C=C(C2=C(C(CO2)C2=C3C(=NC=C2)NC=C3)C1)C(=O)NC